6-bromoindolin-4-ol BrC=1C=C(C=2CCNC2C1)O